3-ethyl-1-methylimidazolesulfonate C(C)N1C(N(C=C1)C)S(=O)(=O)[O-]